Glyoxal-Dihydrat O.O.C(=O)C=O